tert-butyl 2-[2-(2,6-dioxopiperidin-3-yl)-1-oxo-3H-isoindol-5-yl]-4-(6-methoxypyridin-2-yl)pyrrolidine-1-carboxylate O=C1NC(CCC1N1C(C2=CC=C(C=C2C1)C1N(CC(C1)C1=NC(=CC=C1)OC)C(=O)OC(C)(C)C)=O)=O